FC=1C=C(C=CC1O)C1=CC(=NN1)NC1=C(C=C(C=C1)NC(OC)=O)C methyl (4-((5-(3-fluoro-4-hydroxyphenyl)-1H-pyrazol-3-yl)amino)-3-methylphenyl)carbamate